N,N-dimethyl-anilinium tetra(pentafluorophenyl)borate tert-butyl-(2R,5S)-4-(5-iodo-7-tosyl-7H-pyrrolo[2,3-d]pyrimidin-4-yl)-2,5-dimethylpiperazine-1-carboxylate C(C)(C)(C)OC(=O)N1[C@@H](CN([C@H](C1)C)C=1C2=C(N=CN1)N(C=C2I)S(=O)(=O)C2=CC=C(C)C=C2)C.FC2=C(C(=C(C(=C2[B-](C2=C(C(=C(C(=C2F)F)F)F)F)(C2=C(C(=C(C(=C2F)F)F)F)F)C2=C(C(=C(C(=C2F)F)F)F)F)F)F)F)F.C[NH+](C2=CC=CC=C2)C